N[C@@H](CNC1=NC(=C2C(=N1)N(N=C2)C)NC(C)(C)C)C2=CC=C(C=C2)F N6-[(2R)-2-amino-2-(4-fluorophenyl)ethyl]-N4-tert-butyl-1-methyl-1H-pyrazolo[3,4-d]pyrimidine-4,6-diamine